ClC=1C2=C(N=C(N1)C1=NOC(=C1)C)SC(=C2)C 3-(4-chloro-6-methylthieno[2,3-d]pyrimidin-2-yl)-5-methylisoxazole